OS(=O)(=O)C(F)(F)F.S1C=CC2=C1C(OCC2)N(C)C (4,5-dihydro-7H-thieno[2,3-c]pyran-7-yl)-N-methylmethylamine triflate